N1C=CC2=CC(=CC=C12)C1N(CC(CC1)C)C(C(=O)NC=1C=C(C(=NC1)NC(OC(C)(C)C)=O)C)=O tert-butyl N-[5-[[2-[2-(1H-indol-5-yl)-5-methyl-1-piperidyl]-2-oxo-acetyl]amino]-3-methyl-2-pyridyl]carbamate